4-(2-(5-chloro-1,4-dimethyl-6-oxo-1,6-dihydropyridin-3-yl)-3-isopropyl-1H-indol-5-yl)piperidine-1-carboxylic acid (S)-1-methylpyrrolidin-3-yl ester CN1C[C@H](CC1)OC(=O)N1CCC(CC1)C=1C=C2C(=C(NC2=CC1)C1=CN(C(C(=C1C)Cl)=O)C)C(C)C